Ethyl 1-(3-hydroxy-3-methylcyclobutyl-1-d)-5-(trifluoromethyl)-1H-pyrazole-4-carboxylate OC1(CC(C1)([2H])N1N=CC(=C1C(F)(F)F)C(=O)OCC)C